1,3-difluoro-2-iodo-5-propylbenzene FC1=C(C(=CC(=C1)CCC)F)I